6-({3-[(4,4-Difluoropiperidin-1-yl)methyl]-1H-pyrazol-1-yl}methyl)-5-methyl-[1,2,5]oxadiazolo[3,4-b]pyridin-7-amine FC1(CCN(CC1)CC1=NN(C=C1)CC1=C(C=2C(N=C1C)=NON2)N)F